O=C1NC(CC[C@H]1NC1=CC=C(C=C1)C1CCN(CC1)CC(=O)N1CCNCC1)=O 4-[2-[4-[4-[[(3R)-2,6-dioxo-3-piperidyl]amino]phenyl]-1-piperidyl]acetyl]piperazin